CN(C1=CC=C(C=C1)NC1=CC=C(C=C1)O)C 4-(4-(dimethylamino)phenylamino)phenol